(S)-N-(4-((7-chloro-1-methyl-2-((3-((1-methylpyrrolidin-3-yl)oxy)-5-(trifluoromethyl)phenyl)amino)-1H-imidazo[4,5-b]pyridin-6-yl)oxy)pyridin-2-yl)acetamide ClC1=C2C(=NC=C1OC1=CC(=NC=C1)NC(C)=O)N=C(N2C)NC2=CC(=CC(=C2)C(F)(F)F)O[C@@H]2CN(CC2)C